Pentamethyl-tertiary butyl-disilazane C[Si](N[Si](C(C)(C)C)(C)C)(C)C